5-(4,4-dimethyl-5-oxo-2-thioxo-imidazolidin-1-yl)-3-methylthio-pyridine-2-carbonitrile CC1(NC(N(C1=O)C=1C=C(C(=NC1)C#N)SC)=S)C